tert-butyl (2S)-2-((difluoromethoxy)methyl)-5-(4-(trifluoromethyl)phenyl)piperidine-1-carboxylate FC(OC[C@H]1N(CC(CC1)C1=CC=C(C=C1)C(F)(F)F)C(=O)OC(C)(C)C)F